1,1-Bis-(4-hydroxyphenyl)-3,3,5-trimethyl-cyclohexan OC1=CC=C(C=C1)C1(CC(CC(C1)C)(C)C)C1=CC=C(C=C1)O